C(C)(C)(C)OC(=O)N1CCN(CC1)C1=CC=C(C=C1)C1=CC(=C2CN(C(C2=C1)=O)C(C(=O)O)C1=C2N(C=N1)CCC2)F 2-[6-[4-(4-tert-butoxycarbonylpiperazin-1-yl)phenyl]-4-fluoro-1-oxo-isoindol-2-yl]-2-(6,7-dihydro-5H-pyrrolo[1,2-c]imidazol-1-yl)acetic acid